2-pentylbenzothiazole C(CCCC)C=1SC2=C(N1)C=CC=C2